OC(COC=1C=C(C=2N(C1)N=CC2C#N)C=2C=NC(=CC2)N2CC1N(C(C2)C1)CC=1C=C2C=CC=NC2=CC1)(C)C 6-(2-Hydroxy-2-methylpropyloxy)-4-(6-(6-(quinolin-6-ylmethyl)-3,6-diazabicyclo[3.1.1]hept-3-yl)pyridin-3-yl)pyrazolo[1,5-a]pyridine-3-carbonitrile